C(SCC1=CC=CC=C1)(SC(C(=O)NCCO)C)=S benzyl 2-[(2-hydroxyethyl) amino]-1-methyl-2-oxoethyl trithiocarbonate